C(C)(C)(C)OC(=O)N(CCC1=NC(=CC=C1[N+](=O)[O-])OC)CC1=C(C=CC(=C1)OC(F)(F)F)NC1=C(C(=O)OC)C=C(C(=C1)F)F methyl 2-((2-(((tert-butoxycarbonyl)(2-(6-methoxy-3-nitropyridin-2-yl)ethyl)amino)methyl)-4-(trifluoromethoxy)phenyl)amino)-4,5-difluorobenzoate